Methyl 4-(1-(O-(cyclohexylmethyl)-L-threonyl)piperidin-4-yl)benzoate C1(CCCCC1)CO[C@@H]([C@H](N)C(=O)N1CCC(CC1)C1=CC=C(C(=O)OC)C=C1)C